C(C1=CC=CC=C1)(=O)NC=1C=2N=CN([C@H]3[C@H](OC(C4=CC=CC=C4)=O)[C@H](OC(C4=CC=CC=C4)=O)[C@@H](CO)O3)C2N=CN1 N6,O2',O3'-tribenzoyladenosine